Methyl 2-((4-(6-((4-cyano-2-fluorobenzyl)oxy)pyridin-2-yl)piperidin-1-yl)methyl)-1-(2-methoxyethyl)-4-(1-methyl-1H-pyrazol-4-yl)-1H-benzo[d]imidazole-6-carboxylate C(#N)C1=CC(=C(COC2=CC=CC(=N2)C2CCN(CC2)CC2=NC3=C(N2CCOC)C=C(C=C3C=3C=NN(C3)C)C(=O)OC)C=C1)F